methyl 2-((4-fluorophenyl)sulfonyl)-6-methoxy-1,2,3,4-tetrahydroisoquinoline-7-carboxylate FC1=CC=C(C=C1)S(=O)(=O)N1CC2=CC(=C(C=C2CC1)OC)C(=O)OC